4-(2-((3-(benzylamino)-4-(cyclohexylamino)phenyl)sulfonamido)ethyl)piperazine-1-carboxylic acid tert-butyl ester C(C)(C)(C)OC(=O)N1CCN(CC1)CCNS(=O)(=O)C1=CC(=C(C=C1)NC1CCCCC1)NCC1=CC=CC=C1